C(C)OC(C1=CN=C(C=C1N)Cl)=O 4-amino-6-chloronicotinic acid ethyl ester